methyl 3-(3-(tert-butylmercapto)-1-isobutyl-6-isopropyl-1H-indol-2-yl)-2,2-dimethylpropionate C(C)(C)(C)SC1=C(N(C2=CC(=CC=C12)C(C)C)CC(C)C)CC(C(=O)OC)(C)C